OC(C(=O)NC1CCC(CC1)C1=CC=C(C=C1)NC(OC1=CC=CC=C1)=O)(C)C phenyl (4-(4-(2-hydroxy-2-methylpropanamido)cyclohexyl) phenyl)carbamate